C(C=C)(=O)N.N[C@@H](CCCCN)C(=O)O lysine-acrylamide